7-(1-methyl-1H-pyrrol-3-yl)-1-phenyl-2,3-dihydro-1H-benzo[d]pyrrolo[1,2-a]imidazole CN1C=C(C=C1)C1=CC2=C(N=C3N2C(CC3)C3=CC=CC=C3)C=C1